C(C)(C)(C)[Si](C)(C)OC\C=C(\CC\C=C(\CCC=C(F)F)/C)/C tert-butyl(((2E,6E)-11,11-difluoro-3,7-dimethylundeca-2,6,10-trien-1-yl)oxy)dimethylsilane